tert-butyl [2-({8-chloro-1-[trans-4-(pyridin-2-yloxy)cyclohexyl]-5,6-dihydro-4H-[1,2,4]triazolo[4,3-a][1]benzazepin-5-yl}amino)-2-oxoethyl]carbamate ClC=1C=CC2=C(CC(CC=3N2C(=NN3)[C@@H]3CC[C@H](CC3)OC3=NC=CC=C3)NC(CNC(OC(C)(C)C)=O)=O)C1